10-(2-morpholinoethyl)-3,7-bis-(1H-pyrazolo[3,4-b]pyridin-5-yl)-10H-phenoxazine O1CCN(CC1)CCN1C2=CC=C(C=C2OC=2C=C(C=CC12)C=1C=C2C(=NC1)NN=C2)C=2C=C1C(=NC2)NN=C1